CC(CC(=O)OOC(C)(C)C)CC(C)(C)C t-butyl 3,5,5-trimethylperoxyhexanoate